3-[({3-[(tert-butyldimethylsilyl)oxy]cyclobutyl}methyl)sulfanyl]-6-chloropyridazin-4-amine [Si](C)(C)(C(C)(C)C)OC1CC(C1)CSC=1N=NC(=CC1N)Cl